CSC1N=NC(S1)=S 5-methylsulfanyl-1,3,4-thiadiazoline-2-thione